furan-3-yl(isoquinolin-4-yl)methanone O1C=C(C=C1)C(=O)C1=CN=CC2=CC=CC=C12